methyl 6-methoxy-5-morpholinonicotinate COC1=NC=C(C(=O)OC)C=C1N1CCOCC1